(R)-N-((R)-1-(5-bromo-1-((2-(trimethylsilyl)ethoxy)methyl)-1H-benzo[d]imidazol-2-yl)-2-((1,1,1-trifluoro-2-methylpropan-2-yl)oxy)ethyl)-2-methylpropane-2-sulfinamide BrC1=CC2=C(N(C(=N2)[C@H](COC(C(F)(F)F)(C)C)N[S@](=O)C(C)(C)C)COCC[Si](C)(C)C)C=C1